N-[6-(N-hydroxycarbamimidoyl)-2h,3h-furo[3,2-b]pyridin-3-yl]-2-methylpyridin-4-carboxamide ONC(=N)C=1C=C2C(=NC1)C(CO2)NC(=O)C2=CC(=NC=C2)C